ClC1=NC=C(C(=N1)NCC1=CC=C(C=C1)N1N=C(C=C1C1CC1)C(F)(F)F)N 2-chloro-N4-({4-[5-cyclopropyl-3-(trifluoromethyl)pyrazol-1-yl]phenyl}methyl)pyrimidine-4,5-diamine